6-(cyclopropanecarboxamido)-4-((3-(5-(diethylphosphoryl)-1-methyl-1H-pyrazol-3-yl)-2-methoxyphenyl)amino)pyridazine-3-carboxamide C1(CC1)C(=O)NC1=CC(=C(N=N1)C(=O)N)NC1=C(C(=CC=C1)C1=NN(C(=C1)P(=O)(CC)CC)C)OC